tert-butyl 2-[[(1R)-1-(2-ethylsulfanyl-6-methyl-4-oxo-chromen-8-yl)ethyl]amino]benzoate C(C)SC=1OC2=C(C=C(C=C2C(C1)=O)C)[C@@H](C)NC1=C(C(=O)OC(C)(C)C)C=CC=C1